tert-butyl 2-(2-(2-isopropylphenyl)-6-oxo-4-(3-(((2-thioxopyridin-1(2H)-yl) oxy) carbonyl) bicyclo[1.1.1]pentane-1-carbonyl) piperazin-1-yl)-7-azaspiro[3.5]nonane-7-carboxylate C(C)(C)C1=C(C=CC=C1)C1N(C(CN(C1)C(=O)C12CC(C1)(C2)C(=O)ON2C(C=CC=C2)=S)=O)C2CC1(C2)CCN(CC1)C(=O)OC(C)(C)C